C(C(C([2H])([2H])[2H])([2H])[2H])(O)[2H] propan-1,2,2,3,3,3-d6-1-ol